Dimethyl 4-[(2-iodo-3-methyl-phenyl)sulfonylamino]benzene-1,2-dicarboxylate IC1=C(C=CC=C1C)S(=O)(=O)NC=1C=C(C(=CC1)C(=O)OC)C(=O)OC